8-[8-(1-hydroxyethyl)-6-methyl-4-oxo-chromen-2-yl]-2-methyl-2,8-diazaspiro[4.5]decan-1-one OC(C)C=1C=C(C=C2C(C=C(OC12)N1CCC2(CCN(C2=O)C)CC1)=O)C